bis(5-isopropyl-3-methyl-2-phenylpyrazine) iridium (iii) [Ir+3].C(C)(C)C=1N=C(C(=NC1)C1=CC=CC=C1)C.C(C)(C)C=1N=C(C(=NC1)C1=CC=CC=C1)C